1,2-dihydroPyrrolo[3,2,1-hi]Indole C1CN2C3=C(C=CC=C13)C=C2